(S)- and (R)-3-(2-((4-cyanophenethyl)amino)-2-phenylacetyl)-N-(1-ethylazetidin-3-yl)-1H-indole-6-carboxamide C(#N)C1=CC=C(CCN[C@H](C(=O)C2=CNC3=CC(=CC=C23)C(=O)NC2CN(C2)CC)C2=CC=CC=C2)C=C1 |r|